2-(3-(2,4-Dioxotetrahydropyrimidin-1(2H)-yl)-4-fluorophenoxy)acetic acid O=C1N(CCC(N1)=O)C=1C=C(OCC(=O)O)C=CC1F